S1CC=CC=2CC3=CC=CC=C3C(C12)=O thiaanthrone